[Na+].C(CC)S(=O)(=O)[O-].NC(S)=N isothiourea propanesulfonate sodium